C(C)(=O)OC[C@@H](C)N1N=NN=C1C1=NC(=CC=C1)NC(C1=NC=C(C(=C1)N1C=NC(=C1)C1CC1)C(F)(F)F)=O (R)-2-(5-(6-(4-(4-cyclopropyl-1H-imidazol-1-yl)-5-(trifluoromethyl)picolinamido)pyridin-2-yl)-1H-tetrazol-1-yl)propyl acetate